3-(dodecylamino)benzoic acid C(CCCCCCCCCCC)NC=1C=C(C(=O)O)C=CC1